C1(CC1)C=1N=CC=2N(C1C=O)C=NC2 6-Cyclopropylimidazo[1,5-a]pyrazine-5-carbaldehyde